CC=1C(=NNSC1)C dimethylthiadiazine